5,7-dichlorotetrahydroisoquinoline ClC1=C2CCNCC2=CC(=C1)Cl